BrC1=C(C(=NC(=C1)Br)C(=O)OC)O methyl 4,6-dibromo-3-hydroxypicolinate